ClC1=CC(=NC2=C(N=CC=C12)C1=CC=NN1C1OCCCC1)N1[C@@H](COCC1)C 4-chloro-2-[(3R)-3-methylmorpholin-4-yl]-8-[1-(tetrahydro-2H-pyran-2-yl)-1H-pyrazol-5-yl]-1,7-naphthyridine